C1(CC1)C1N(CCNC1)C1=C(C=NC=C1)C1=CC=C(C(=C1C(=O)NCC=1C(NC(=CC1C)C)=O)C)N(C(=O)C1CC1)CC 6-(4-(cyclopropylpiperazin-1-yl)pyridin-3-yl)-N-((4,6-dimethyl-2-oxo-1,2-dihydropyridin-3-yl)methyl)-3-(N-ethylcyclopropanecarboxamido)-2-methylbenzamide